B1CCCCCCCC1 boronane